N[C@H](C)C=1C=C(C=C2C(N(C(=NC12)N1CC(CC1)(F)F)C)=O)C (R)-8-(1-aminoethyl)-2-(3,3-difluoropyrrolidin-1-yl)-3,6-dimethylquinazolin-4(3H)-one